FC(OC1=CC=CC=2C(N([C@H]3C=4N([C@@H](C21)C3)C3=C(N4)C=CC(=C3)C#CCCC=O)C([2H])([2H])[2H])=O)F 5-((7R,14R)-1-(difluoromethoxy)-6-(methyl-d3)-5-oxo-5,6,7,14-tetrahydro-7,14-methanobenzo[f]benzo[4,5]imidazo[1,2-a][1,4]diazocin-11-yl)pent-4-ynal